1-[4-(1H-1,2,4-triazol-1-yl)phenyl]ethane-1-one N1(N=CN=C1)C1=CC=C(C=C1)C(C)=O